5-chloro-2-(4,4-difluoro-1-piperidinyl)-N-(5-sulfamoyl-3-pyridinyl)pyridine-3-carboxamide ClC=1C=C(C(=NC1)N1CCC(CC1)(F)F)C(=O)NC=1C=NC=C(C1)S(N)(=O)=O